NC=1N=NC(=CC1N1CC2CCC(C1)N2C2=NC=C(C=N2)C2CCC(CC2)N2CC1(CN(C1)C(=O)OC(C)(C)C)C2)C2=C(C=CC=C2)O tert-butyl 6-[4-[2-[3-[3-amino-6-(2-hydroxyphenyl)pyridazin-4-yl]-3,8-diazabicyclo[3.2.1]octan-8-yl]pyrimidin-5-yl]cyclohexyl]-2,6-diazaspiro[3.3]heptane-2-carboxylate